[Si](C1=CC=CC=C1)(C1=CC=CC=C1)(C(C)(C)C)O[C@H]1CC(N(C1)C(=O)OC(C)(C)C)(C(=O)OC)CC(=C)CCl O1-tert-butyl O2-methyl (4S)-4-[tert-butyl(diphenyl)silyl]oxy-2-[2-(chloromethyl)allyl]pyrrolidine-1,2-dicarboxylate